3-ureido-propan-1-yl-(citrulline) N(C(=O)N)CCCN[C@@H](CCCNC(=O)N)C(=O)O